P[Si] phosphinosilicon